C(CCCCC)C=1N=NN(C1)CC=1C=CC(=C(C=O)C1)OC(F)(F)F 5-((4-hexyl-1H-1,2,3-triazol-1-yl)methyl)-2-(trifluoromethoxy)benzaldehyde